6-chloro-4-((2,5-dimethyl-4,5-dihydro-2H-[1,2,3]triazolo[4,5-c]quinolin-6-yl)amino)-N-(methyl-d3)nicotinamide ClC1=NC=C(C(=O)NC([2H])([2H])[2H])C(=C1)NC1=CC=CC=2C=3C(CN(C12)C)=NN(N3)C